N-(2',6'-dichloro-4'-(2-(4-(methylsulfonyl)phenyl)acetamido)-[1,1'-biphenyl]-2-yl)acrylamide ClC1=C(C(=CC(=C1)NC(CC1=CC=C(C=C1)S(=O)(=O)C)=O)Cl)C1=C(C=CC=C1)NC(C=C)=O